(S)-tert-butyl (4-methyl-1-oxo-1-(3-(4,4,5,5-tetramethyl-1,3,2-dioxaborolan-2-yl)phenylsulfonamido)pentan-2-yl)carbamate CC(C[C@@H](C(NS(=O)(=O)C1=CC(=CC=C1)B1OC(C(O1)(C)C)(C)C)=O)NC(OC(C)(C)C)=O)C